C1(CC1)C1=C(C=CC=C1)C1=C(C=2N=C(N=C(C2C=N1)N([C@H]1CNCC1)C)OC[C@]12CCCN2C[C@@H](C1)F)F 7-(2-cyclopropylphenyl)-8-fluoro-2-(((2R,7aS)-2-fluorotetrahydro-1H-pyrrolizin-7a(5H)-yl)methoxy)-N-methyl-N-((R)-pyrrolidin-3-yl)pyrido[4,3-d]pyrimidin-4-amine